FC1=CC=C(C=C1)C1=NN2C(COC(C2)(C(F)(F)F)C)=C1C1=C2C(=NC=C1)NN=C2 2-(4-fluorophenyl)-6-methyl-3-(1H-pyrazolo[3,4-b]pyridin-4-yl)-6-(trifluoromethyl)-6,7-dihydro-4H-pyrazolo[5,1-c][1,4]oxazine